[5-chloro-2-fluoro-3-(4,4,5,5-tetramethyl-1,3,2-dioxaborolan-2-yl)phenyl]-3-fluoropyrrolidine-1-sulfonamide ClC=1C=C(C(=C(C1)C1N(CCC1F)S(=O)(=O)N)F)B1OC(C(O1)(C)C)(C)C